2-vinyl-aniline C(=C)C1=C(N)C=CC=C1